sodium vinylsulfonate hydroxyethyl-methacrylate OCCOC(C(=C)C)=O.C(=C)S(=O)(=O)[O-].[Na+]